C(C)OC(CC1CCC(CC1)C1=C(C=CC=C1C)F)=O.FC1=CC=C(C=C1)C1=C(C=C2CCCN(C2=N1)C(=O)C1=CC=C(C=C1)C(F)(F)F)[Se]C1=CC=CC=C1 (7-(4-fluorophenyl)-6-(phenylseleno)-3,4-dihydro-1,8-naphthyridin-1(2H)-yl)(4-(trifluoromethyl)phenyl)methanone ethyl-2-((1r,4r)-4-(2-fluoro-6-methylphenyl)cyclohexyl)acetate